CC1(CC=C(CC1)CCC=C(C)C)C=O 1-methyl-4-(4-methyl-3-pentenyl)-3-cyclohexene-1-carboaldehyde